CC1=CC=CC(=N1)C1=NNC=C1C=1N=C2C=C(C=NC2=CC1)C1=CN=CS1 5-[6-[3-(6-methyl-2-pyridyl)-1H-pyrazol-4-yl]-1,5-naphthyridin-3-yl]thiazole